6-bromo-N-[2-(2,2-difluoroethoxy)-4-methoxy-pyrimidin-5-yl]-1H-pyrrolo[2,3-b]pyridine-3-sulfonamide BrC1=CC=C2C(=N1)NC=C2S(=O)(=O)NC=2C(=NC(=NC2)OCC(F)F)OC